N1=CC=CC2=CC=CC(=C12)C=NS(=O)C(C)(C)C N-((quinolin-8-yl)methylene)-2-methylpropane-2-sulfinamide